acetamidoethanol C(C)(=O)NC(C)O